ClC=1C=C(C=CC1F)NC1N(C(=NC(=N1)N)N1CCOCC1)C1=C(C=CC=C1)OC N-(3-Chloro-4-fluorophenyl)-N1-(2-methoxyphenyl)-6-morpholin-4-yl-[1,3,5]triazine-2,4-diamine